(E)-N'-((3-(5-chloro-2-(methylthio)pyrimidin-4-yl)bicyclo[1.1.1]pentan-1-yl)(isopropylimino)methyl)-2-hydroxy-2-methylpropanehydrazide ClC=1C(=NC(=NC1)SC)C12CC(C1)(C2)\C(\NNC(C(C)(C)O)=O)=N/C(C)C